5-{[({[1-(4-chloro-3-fluorophenyl)-3-methyl-1H-1,2,4-triazol-5-yl]methyl carbamoyl}amino)methyl]-3-methyl-1H-1,2,4-triazol-1-yl}benzoate ClC1=C(C=C(C=C1)N1N=C(N=C1CNC(=O)NCC1=NC(=NN1C=1C=CC=C(C(=O)[O-])C1)C)C)F